OC1=C(C(/C=C/C2=CC=C(C=C2)O)=O)C(=CC=C1)OCCC(C)C 2',4-Dihydroxy-6'-isopentyloxychalcone